BrCC1=C(C#N)C=CC(=C1)C 2-(bromomethyl)-4-methylbenzonitrile